(2R,3S,4S)-4-hydroxy-2-[(4-methoxyphenyl)methyl]pyrrolidin-3-yl N-[(methylcarbamoyl)methyl]carbamate CNC(=O)CNC(O[C@H]1[C@H](NC[C@@H]1O)CC1=CC=C(C=C1)OC)=O